8-({4-[1-cyclopropyl-4-(trifluoromethyl)imidazol-2-yl]phenyl}methyl)-2-(4-cyclopropyl-6-methoxypyrimidin-5-yl)-4-methylpyrido[2,3-d]pyrimidin-7-one C1(CC1)N1C(=NC(=C1)C(F)(F)F)C1=CC=C(C=C1)CN1C(C=CC2=C1N=C(N=C2C)C=2C(=NC=NC2OC)C2CC2)=O